5-(2-amino-[1,2,4]triazolo[1,5-a]pyridin-7-yl)-N-(2-((4,4-difluorocyclohexyl)methoxy)benzyl)-2-methoxy-6-methylnicotinamide NC1=NN2C(C=C(C=C2)C=2C(=NC(=C(C(=O)NCC3=C(C=CC=C3)OCC3CCC(CC3)(F)F)C2)OC)C)=N1